C12(CC3CC(CC(C1)C3)C2)CN2N=CC(=C2C)C=2C(=NC(=CC2)N(C=2N=NC(=C(C2)C)NC=2SC3=NC=CC=C3N2)C)C(=O)NS(=O)(=O)CCCC(=O)O 4-(N-(3-(1-((1s,3s)-adamantan-1-ylmethyl)-5-methyl-1H-pyrazol-4-yl)-6-(methyl-(5-methyl-6-(thiazolo[5,4-b]pyridin-2-ylamino)pyridazin-3-yl)amino)picolinoyl)sulfamoyl)butanoic acid